N-methylethan-1-aminium bromide [Br-].C[NH2+]CC